4-(3,4-difluorophenyl)-1-(5-(1,3-dimethyl-1H-pyrazol-4-yl)pyridazin-3-yl)piperidin-4-ol FC=1C=C(C=CC1F)C1(CCN(CC1)C=1N=NC=C(C1)C=1C(=NN(C1)C)C)O